C1CCC2=C(C=3CCCC3C=C12)NC(NS(=O)(=O)C1=CC=2CN(CCC2O1)S(=O)(=O)C(F)(F)F)=O 3-(1,2,3,5,6,7-hexahydro-s-indacen-4-yl)-1-[5-trifluoromethanesulfonyl-4H,6H,7H-furo[3,2-c]pyridin-2-ylsulfonyl]urea